ClC1=CC=C(C=C1)CNC(=O)NC1=CC=C(C=C1)CNC(=O)C1CC1 {[(4-chlorophenyl)methyl]amino}-N-{4-[(cyclopropylcarbonylamino)methyl]phenyl}carboxamide